BrC=1C=CC=2N(C1)C(=CN2)\C=N\C=2C(=C(C=C(C2)[N+](=O)[O-])S(=O)(=O)NC)C [(E)-(6-Bromoimidazo[1,2-a]pyridin-3-yl)methylideneamino]-N,2-dimethyl-5-nitrobenzenesulfonamide